5-[3-methoxy-5-(trifluoromethyl)phenyl]-2-(2-pentyn-1-yl)-2H-tetrazole COC=1C=C(C=C(C1)C(F)(F)F)C=1N=NN(N1)CC#CCC